ClC1=C(C=C2C=C(N(C2=C1)CC1CC1)C(=O)OCC)F ethyl 6-chloro-1-(cyclopropylmethyl)-5-fluoro-1H-indole-2-carboxylate